1,3-Bis(dimethylethoxysilyl)propane C[Si](CCC[Si](OCC)(C)C)(OCC)C